p-phenylenediethanoic acid C1(=CC=C(C=C1)CC(=O)O)CC(=O)O